C(C1=CC=CC=C1)OC1=CC(=CC2=C1C(C(=C(O2)C2=CC(=C(C=C2)OCC2=CC=CC=C2)OCC2=CC=CC=C2)OCC)=O)OCC2=CC=CC=C2 5,7-bis(benzyloxy)-2-(3,4-bis(benzyloxy)phenyl)-3-ethoxy-4H-benzopyran-4-one